BrC=1C=CC(=NC1)C1(OCCO1)C 5-bromo-2-(2-methyl-1,3-dioxolan-2-yl)pyridine